C1(=CC=CC=C1)C1=CC=C(C=C1)C1=CC=CC=C1 1,1':4',1''-ter-phenyl